C(C(=C)C)(=O)OCCC[SiH2]C(OC)OC γ-methacryloxypropyldimethoxymethylsilane